NC1=C2C(=NC=N1)N(N=C2C2=CC=C(C=C2)OC2=CC=CC=C2)[C@H]2CN(CCC2)CCCCSC2=C1C(N(C(C1=CC=C2)=O)C2C(NC(CC2)=O)=O)=O 4-((4-((R)-3-(4-amino-3-(4-phenoxyphenyl)-1H-pyrazolo[3,4-d]pyrimidin-1-yl)piperidine-1-yl)butyl)thio)-2-(2,6-dioxopiperidin-3-yl)isoindoline-1,3-dione